ClC=1C(N(N=CC1N1C[C@@H]([C@H](C1)F)OC1=CC(=NC=C1)C=1C(=NOC1C)C)CCO)=O 4-chloro-5-((3S,4S)-3-((2-(3,5-dimethylisoxazol-4-yl)pyridin-4-yl)oxy)-4-fluoropyrrolidin-1-yl)-2-(2-hydroxyethyl)pyridazin-3(2H)-one